Cl\C(=C/C1SCCCS1)\C1=CC=C(C=C1)OC(F)(F)F (Z)-2-(2-chloro-2-(4-(trifluoromethoxy)phenyl)vinyl)-1,3-dithiane